C(C)O[Si](OCC)(OCC)CCC[SiH2]C (triethoxysilylpropyl)methylsilane